6-((4-(2,5-dimethylpyrrolidin-1-yl)phenyl)amino)-3-methylbenzo[d]oxazol-2(3H)-one CC1N(C(CC1)C)C1=CC=C(C=C1)NC1=CC2=C(N(C(O2)=O)C)C=C1